C(C1=CC=CC=C1)SC=1N(C(=CN1)C1=CC=C(C=C1)Br)C1=C(C=CC=C1)Cl 2-(benzylthio)-5-(4-bromophenyl)-1-(2-chlorophenyl)-1H-imidazole